C(C)N=C=NCCC(N)(C)C N-ethyl-N'-(dimethyl-aminopropyl)-carbodiimide